CC1=C(C(=O)Cl)C=C(C=C1)C 2,5-dimethylbenzoyl chloride